C1(=CC=CC=C1)C(C)=C(C#N)C#N 2-(1-phenylethylidene)malononitrile